1-(2,6-dimethylmorpholino)-1,4-disilabutane CC1OC(CN(C1)[SiH2]CC[SiH3])C